C(#N)C=1C=NC2=CC=C(C=C2C1N[C@H](C)C1=C(C(=CC=C1)C(F)(F)F)C)N1CCN(CC1)C(=O)OC(C)(C)C tert-butyl (R)-4-(3-cyano-4-((1-(2-methyl-3-(trifluoromethyl)phenyl)ethyl) amino)quinolin-6-yl)piperazine-1-carboxylate